(6S)-6-(dipropylamino)-5,6,7,8-tetrahydro-1-naphthol C(CC)N([C@@H]1CC=2C=CC=C(C2CC1)O)CCC